C(=O)(C=C)N1CCN(CC1)C1=CC=C(C=C1)C=1C=2N(C=C(C1)C=1C=NN(C1)C)N=C(C2C#N)N 4-(4-(4-Acrylpiperazin-1-yl)phenyl)-2-amino-6-(1-methyl-1H-pyrazol-4-yl)pyrazolo[1,5-a]pyridine-3-carbonitrile